lactoyl-p-hydroxy-m-methoxycinnamic acid C(C(O)C)(=O)C(C(=O)O)=CC1=CC(=C(C=C1)O)OC